C(=O)(OC(C)(C)C)N1C[C@@H]([C@@H](CC1)F)O (3S,4R)-1-Boc-3-hydroxy-4-fluoropiperidine